2-Oxa-7-aza-spiro[4.4]nonane-7-carboxylic acid (4-methoxy-7-morpholin-4-yl-thiazolo[4,5-c]pyridin-2-yl)-amide COC1=NC=C(C2=C1N=C(S2)NC(=O)N2CC1(CCOC1)CC2)N2CCOCC2